2-ethyl-9,10-bis(2-naphthoyloxy)anthracene C(C)C1=CC2=C(C3=CC=CC=C3C(=C2C=C1)OC(=O)C1=CC2=CC=CC=C2C=C1)OC(=O)C1=CC2=CC=CC=C2C=C1